CC1(NC(OC1=O)=O)C 4,4-dimethyl-1,3-Oxazolidine-2,5-dione